The molecule is a maltopentaose pentasaccharide in which the glucose residue at the reducing end is in the pyranose ring form and has alpha configuration at the anomeric carbon atom. C([C@@H]1[C@H]([C@@H]([C@H]([C@H](O1)O[C@@H]2[C@H](O[C@@H]([C@@H]([C@H]2O)O)O[C@@H]3[C@H](O[C@@H]([C@@H]([C@H]3O)O)O[C@@H]4[C@H](O[C@@H]([C@@H]([C@H]4O)O)O[C@@H]5[C@H](O[C@@H]([C@@H]([C@H]5O)O)O)CO)CO)CO)CO)O)O)O)O